FC(C(C(F)(F)F)(F)C1=CC=C(N)C=C1)(F)F 4-(1,1,1,2,3,3,3-heptafluoropropan-2-yl)aniline